trans-[4-[(2-methylimidazo[1,2-b]pyridazin-7-yl)methyl]cyclohexyl]-[(3S)-3-(6-methylpyridin-3-yl)-1,2-oxazolidin-2-yl]methanone CC=1N=C2N(N=CC(=C2)C[C@@H]2CC[C@H](CC2)C(=O)N2OCC[C@H]2C=2C=NC(=CC2)C)C1